2-methylpropanesulfonate CC(CS(=O)(=O)[O-])C